tert-butyl (2S)-4-[4-(2,6-dioxo-3-piperidyl)-2-fluoro-phenyl]-2-methyl-piperazine-1-carboxylate O=C1NC(CCC1C1=CC(=C(C=C1)N1C[C@@H](N(CC1)C(=O)OC(C)(C)C)C)F)=O